C(C1=CC=CC=C1)NC1=C2N=CN(C2=NC(=N1)C=1C=NN(C1)C)[C@H]1[C@@H]([C@@H]([C@H](O1)COCP(O)(O)=O)O)O [(2R,3S,4R,5R)-5-[6-(benzylamino)-2-(1-methylpyrazol-4-yl)-purin-9-yl]-3,4-dihydroxy-tetrahydro-furan-2-yl]methoxy-methylphosphonic acid